CC=1N=C2N(N=C(C=C2C)C=2C=C(C=3N(C2)N=C(N3)C3[C@H]2CN(C[C@@H]32)C(=O)OC(C)(C)C)F)C1 tert-butyl (1R,5S)-6-[6-(2,8-dimethylimidazo[1,2-b]pyridazin-6-yl)-8-fluoro-[1,2,4]triazolo[1,5-a]pyridin-2-yl]-3-azabicyclo[3.1.0]hexane-3-carboxylate